FC1(CCC2(CC2C1)CN1N=C(C(=C1)C)C(C)(F)F)F 1-((4,4-difluorobicyclo[4.1.0]heptan-1-yl)methyl)-3-(1,1-difluoroethyl)-4-methyl-1H-pyrazole